methyl 6-(8-methylnaphthalen-1-yl)-4-oxo-5,6-dihydropyran-3-carboxylate CC=1C=CC=C2C=CC=C(C12)C1CC(C(=CO1)C(=O)OC)=O